2-(Difluoromethoxy)-4-(4,4,5,5-tetramethyl-1,3,2-dioxaborolan-2-yl)benzoic Acid FC(OC1=C(C(=O)O)C=CC(=C1)B1OC(C(O1)(C)C)(C)C)F